C(C)N1N=C2C(=CC=C(C2=C1)N(C1CCNCC1)C)C(=O)NC=1C=C(C=2N(C1)C=C(N2)C)F 2-ethyl-N-(8-fluoro-2-methylimidazo[1,2-a]pyridin-6-yl)-4-(methyl(piperidin-4-yl)amino)-2H-indazole-7-carboxamide